C(CCCCCCCCC)N(C(C(=O)OCC)CC1=C(C=C(C=C1C)C)C)C(=O)OCC ethyl 2-(decyl(ethoxycarbonyl)amino)-3-mesitylpropanoate